OC(C)(C)C=1C=CC(N(C1)C1=NC=C(C(=C1)N1C(C=CC=C1C)=O)C)=O 2'-[5-(2-hydroxy-prop-2-yl)-2-oxopyridin-1-yl]-5',6-dimethyl-[1,4'-bipyridine]-2-one